1-(Azetidin-1-yl)-2-(3,5-dichloro-4-(4-hydroxy-3-isopropylbenzyl)phenoxy)ethan-1-one N1(CCC1)C(COC1=CC(=C(C(=C1)Cl)CC1=CC(=C(C=C1)O)C(C)C)Cl)=O